ammonium boron nitrate [N+](=O)([O-])[O-].[B].[NH4+]